tert-butyl O4-methyl 4-but-3-enylpiperidine-1,4-dicarboxylate C(CC=C)C1(CCN(CC1)C(=O)OC(C)(C)C)C(=O)OC